CC12CCC(CC1)C2(C)C 1,7,7-trimethylbicyclo[2.2.1]heptane